NC[C@H]1C(N[C@H](C(NCCO[C@@H]([C@H](C(N([C@H](C(N[C@H](C(N1)=O)C1CCCCC1)=O)CC(C)C)C)=O)C)CCCCCC)=O)[C@H](C)O)=O (6S,9S,12S,15S,18R,19R)-9-(aminomethyl)-12-cyclohexyl-19-hexyl-15-isobutyl-16,18-dimethyl-6-[(1S)-1-hydroxyethyl]-1-oxa-4,7,10,13,16-pentazacyclononadecane-5,8,11,14,17-pentone